C1=CC=CC=2C3=CC=CC=C3C(C12)COC(=O)N[C@H](C(=O)OC(C)(C)C)CC1=CN=NC=C1 tert-butyl (S)-2-((((9H-fluoren-9-yl)methoxy)carbonyl)amino)-3-(pyridazin-4-yl)propanoate